Sodium 2-(trifluoromethyl)pyridine-3-thiolate FC(C1=NC=CC=C1[S-])(F)F.[Na+]